ClC1=CC=C(C=C1)[C@@H]1N(C(CC2=CC(=C(C=C12)OC(C)C)OC)=O)C1=CC=C(N(C)CC2CCC(CC2)N2CCN(CC2)C(=O)OC(C)(C)C)C=C1 tert-butyl 4-[4-[[4-[(1S)-1-(4-chlorophenyl)-7-isopropoxy-6-methoxy-3-oxo-1,4-dihydroisoquinolin-2-yl]-N-methyl-anilino]methyl]cyclohexyl]piperazine-1-carboxylate